N6-(2-methoxy-4-(4-methyl-4H-1,2,4-triazol-3-yl)phenyl)-3-(oxazol-5-yl)-N4-(tetrahydro-2H-pyran-4-yl)-1H-pyrazolo[3,4-d]pyrimidine-4,6-diamine COC1=C(C=CC(=C1)C1=NN=CN1C)NC1=NC(=C2C(=N1)NN=C2C2=CN=CO2)NC2CCOCC2